NS(=O)(=O)NC1=CC=C(OC2=CC=C(C=N2)CN2CCC(CC2)N(C(=O)NC=2C=NC(=CC2)C)C2=CC(=CC=C2)F)C=C1 N-{1-[(6-{4-[(aminosulfonyl)amino]phenoxy}-3-pyridinyl)methyl]-4-piperidinyl}-N-(3-fluorophenyl)-N'-(6-methyl-3-pyridinyl)urea